((1S,6R,7R)-3-(3-(2,3-dichlorophenyl)imidazo[1,5-a]pyrazin-8-yl)-7-(2-fluorophenyl)-3-azabicyclo[4.1.0]heptan-7-yl)methanamine ClC1=C(C=CC=C1Cl)C1=NC=C2N1C=CN=C2N2C[C@@H]1[C@]([C@@H]1CC2)(C2=C(C=CC=C2)F)CN